C[C@@H]1N(C[C@H](N(C1)C(=O)C1=C(C=C(C=C1)OC)F)C)C(=O)C1=C(C=C(C=C1)OC)F ((2S,5R)-2,5-dimethylpiperazin-1,4-diyl)bis((2-fluoro-4-methoxyphenyl)methanone)